triazinopyrrole N1=NN=CC2=C1C=CN2